5-((R)-1-(3,5-dichloropyridin-4-yl)ethoxy)-3-(5-(1-(methylsulfonyl)pyrrolidin-3-yl)-1,4,5,6-tetrahydropyrrolo[3,4-d]imidazol-2-yl)-1H-indazole ClC=1C=NC=C(C1[C@@H](C)OC=1C=C2C(=NNC2=CC1)C1=NC2=C(N1)CN(C2)C2CN(CC2)S(=O)(=O)C)Cl